1-(8Z,11Z,14Z-eicosatrienoyl)-2-(5Z,8Z,11Z,14Z,17Z-eicosapentaenoyl)-glycero-3-phospho-(1'-sn-glycerol) CCCCC/C=C\C/C=C\C/C=C\CCCCCCC(=O)OC[C@H](COP(=O)(O)OC[C@H](CO)O)OC(=O)CCC/C=C\C/C=C\C/C=C\C/C=C\C/C=C\CC